NC12CCC(CC1)(C2)NC(OC(C)(C)C)=O tert-butyl (4-aminobicyclo[2.2.1]heptan-1-yl)carbamate